CC1=C(C=CC=C1C(F)(F)F)[C@@H](C)NC(=O)C1=CN(C(C=C1NC1CCOCC1)=O)C1CCOCC1 (R)-N-(1-(2-methyl-3-(trifluoromethyl)phenyl)ethyl)-6-oxo-1-(tetrahydro-2H-pyran-4-yl)-4-((tetrahydro-2H-pyran-4-yl)amino)-1,6-dihydropyridine-3-carboxamide